ClC1=C(C=C2C(=CC=NC2=C1)N1CCN(CC1)C(=O)OC(C)(C)C)I tert-Butyl 4-(7-chloro-6-iodoquinolin-4-yl)piperazine-1-carboxylate